C1(CC1)C(=O)N1CCN(CC1)[C@H](C)C1=CC=C(C(=O)OC)C=C1 Methyl (R)-4-(1-(4-(cyclopropanecarbonyl)piperazin-1-yl)ethyl)benzoate